(1R)-indan C1CCC2=CC=CC=C12